N-[4-chloro-2-fluoro-3-(4-{6-[(1-hydroxycyclohexyl)ethynyl]pyridin-3-yl}-6-oxo-1,6-dihydropyrimidin-2-yl)benzyl]isobutyramide ClC1=C(C(=C(CNC(C(C)C)=O)C=C1)F)C=1NC(C=C(N1)C=1C=NC(=CC1)C#CC1(CCCCC1)O)=O